FC=1C(=C(C=C(C1)C(C)C)C(C(=O)O)N1C[C@@H](CC1)OCCCCCC1=NC=2NCCCC2C=C1)OC 2-(3-fluoro-5-isopropyl-2-methoxyphenyl)-2-((R)-3-((5-(5,6,7,8-tetrahydro-1,8-naphthyridin-2-yl)pentyl)oxy)pyrrolidin-1-yl)acetic acid